tert-butyldiphenyl((3-tridecylbicyclo[1.1.1]pentan-1-yl)methoxy)silane C(C)(C)(C)[Si](OCC12CC(C1)(C2)CCCCCCCCCCCCC)(C2=CC=CC=C2)C2=CC=CC=C2